ClC=1C(=CC=C2N=CC(=NC12)C=1C=NN(C1)C1CC(C1)N1CCOCC1)OC=1C=CC2=C(NC(=N2)C)C1 4-((1s,3s)-3-(4-(8-Chloro-7-((2-methyl-1H-benzo[d]imidazol-6-yl)oxy)quinoxalin-2-yl)-1H-pyrazol-1-yl)cyclobutyl)morpholine